C(C1=CC=CC=C1)N1CCC(CC1)CCNC(=O)N1[C@@H](CN(CC1)C1=CC(=C(C(=C1)F)OC(F)(F)F)F)C (2R)-N-[2-(1-benzylpiperidin-4-yl)ethyl]-4-[3,5-difluoro-4-(trifluoromethoxy)phenyl]-2-methylpiperazine-1-carboxamide